ClC=1C=C(C(=O)N[C@@H](C)C2=NC=CN=C2C2=NC=C(C=C2)N=S(=O)(C)C)C=C(C1)C(F)(F)F (S)-3-chloro-N-(1-(3-(5-((dimethyl(oxo)-λ6-sulfaneylidene)amino)pyridin-2-yl)pyrazin-2-yl)ethyl)-5-(trifluoromethyl)benzamide